NC1=C(C=CC=C1Cl)C(C)=O 1-(2-amino-3-chlorophenyl)ethanone